3-[(2-chloro-6-fluorophenyl)methyl]-4-(methoxymethyl)-4,5-dihydro-1,2,4-oxadiazol-5-one ClC1=C(C(=CC=C1)F)CC1=NOC(N1COC)=O